CC1(OC2C(O1)OC(C2O)COC(C2=CC=CC=C2)(C2=CC=CC=C2)C2=CC=CC=C2)C 2,2-dimethyl-5-((trityloxy)methyl)tetrahydrofuro[2,3-d][1,3]dioxol-6-ol